NC1=NC=NN2C1=C(C(=C2)C2=CC=C(C=C2)NC(C(=C)C)=O)C2=CC=C(C=C2)C(=O)N2CCCC2 N-(4-(4-amino-5-(4-(pyrrolidine-1-carbonyl)phenyl)pyrrolo[2,1-f][1,2,4]triazin-6-yl)phenyl)methacrylamide